C(C)OC(C[SiH3])(OCC)OCC triethoxyethyl-silane